FC1=C(C=CC(=C1)N1C(N(C=C1)C)=O)O 2-fluoro-4-(3-methyl-2-oxo-2,3-dihydro-1H-imidazol-1-yl)phenol